CN1N=CC(=C1)C(=O)NC1=NC(=CC=C1)N1N=C(C2=CC=CC=C12)NC=1C=NC(=CC1)C=1C=NN(C1)C1OCCCC1 1-methyl-N-[6-[3-[[6-(1-tetrahydropyran-2-ylpyrazol-4-yl)-3-pyridyl]amino]indazol-1-yl]-2-pyridyl]pyrazole-4-carboxamide